BrC1(CC=C(S1)C=1SC=CC1)Br 5,5-dibromo-2,2-bithiophene